(4-(2,2-diethoxyethoxy)piperidin-1-yl)-2-(2,6-dioxopiperidin-3-yl)-6-fluoroisoindoline-1,3-dione C(C)OC(COC1CCN(CC1)C1=C2C(N(C(C2=CC(=C1)F)=O)C1C(NC(CC1)=O)=O)=O)OCC